C1-bromo-2-(bromomethyl)-4-iodobenzene BrC1=C(C=C(C=C1)I)CBr